3,5-dimethyl-2-[4-methyl-2-(1-methyl-3-piperidyl)pyrido[2,3-d]pyrimidin-7-yl]phenol CC=1C(=C(C=C(C1)C)O)C=1C=CC2=C(N=C(N=C2C)C2CN(CCC2)C)N1